The molecule is a cardiolipin in which all four of the phosphatidyl acyl groups are specified as hexadec-9-enoyl It has a role as a Mycoplasma genitalium metabolite. CCCCCCC=CCCCCCCCC(=O)OC[C@H](COP(=O)(O)OCC(COP(=O)(O)OC[C@@H](COC(=O)CCCCCCCC=CCCCCCC)OC(=O)CCCCCCCC=CCCCCCC)O)OC(=O)CCCCCCCC=CCCCCCC